[C@H]12[C@@H](C[C@H](CC1)O2)NC=2N=NC(=C1C2C=NC=C1)C1=C(C=C(C=C1)Cl)O 2-(4-(((1R,2R,4S)-7-oxabicyclo[2.2.1]heptan-2-yl)amino)pyrido[3,4-d]pyridazin-1-yl)-5-chlorophenol